1-(2-cyanoethyl)-3-(2-propen-1-yl)-1H-imidazolium bromide [Br-].C(#N)CCN1C=[N+](C=C1)CC=C